2-[[6-[(3,6-dichloro-5-cyano-2-pyridyl)amino]-1-(oxetan-3-ylmethyl)-2-oxo-3-quinolyl]oxy]-N-methylacetamide ClC=1C(=NC(=C(C1)C#N)Cl)NC=1C=C2C=C(C(N(C2=CC1)CC1COC1)=O)OCC(=O)NC